ClC1=C(C(=O)NN2C(N(CC2)C2(CN3C(CC3S2)=O)C(=O)O)=O)C=CC(=C1O)O 3-(3-(2-chloro-3,4-dihydroxybenzamido)-2-oxoimidazolidin-1-yl)-7-oxo-4-thia-1-azabicyclo[3.2.0]heptane-3-carboxylic acid